CC1=CC=CC(=N1)C1=NNC=C1C1=NC2=CC(=CN=C2C=C1)N1C[C@@H](N(CCC1)C)C |r| 2-[3-(6-methyl-2-pyridyl)-1H-pyrazol-4-yl]-7-[rac-(3S)-3,4-dimethyl-1,4-diazepan-1-yl]-1,5-naphthyridine